FC=1C=C(CC=2NC(=NN2)C(=O)OCC)C=CC1 ethyl 5-(3-fluorobenzyl)-4H-1,2,4-triazole-3-formate